SC(CC(C(=O)O)C)C 4-mercapto-2-methylpentanoic acid